FC1=CC=C(C=C1)N1N=CC2=CC=CC=C12 1-(4-fluorophenyl)-1H-indazole